I\C(\C(=O)OC(C)C)=C\N1N=C(N=C1)C1=CC(=CC(=C1)C(F)(F)F)S(F)(F)(F)(F)F Isopropyl (E)-2-iodo-3-(3-(3-(pentafluorosulfaneyl)-5-(trifluoromethyl)phenyl)-1H-1,2,4-triazol-1-yl)acrylate